BrC1=C(SC=2C1=NC(=CC2N(C(OC(C)(C)C)=O)CC=2OC=CC2)Cl)C[C@H](C)NC(=O)OC(C)(C)C tert-butyl (S)-(3-bromo-2-(2-((tert-butoxycarbonyl)amino)propyl)-5-chlorothieno[3,2-b]pyridin-7-yl)(furan-2-ylmethyl)carbamate